Racemic-tert-butyl 4-(((3S,4R)-4-(4-cyanophenyl)-1-ethylpyrrolidin-3-yl)methyl)-5-cyclopropyl-7-methyl-1H-indole-1-carboxylate C(#N)C1=CC=C(C=C1)[C@H]1[C@@H](CN(C1)CC)CC1=C2C=CN(C2=C(C=C1C1CC1)C)C(=O)OC(C)(C)C |r|